2-ethyl-4-methoxymethyl-3,5,6-trifluorobenzyl (1R)-trans-3-(2-methyl-1-propenyl)-2,2-dimethylcyclopropanecarboxylate CC(=C[C@H]1C([C@@H]1C(=O)OCC1=C(C(=C(C(=C1F)F)COC)F)CC)(C)C)C